N1C(CCC2=CC=CC=C12)C1=CC=C(C(=O)O)C=C1 4-(1,2,3,4-Tetrahydroquinolin-2-yl)benzoic acid